CN1N=C2C(=N1)C=CC(=C2)C2=NN(C(=C2)C2=CC=C(C=C2)C(F)(F)F)CC2=CC=C(C(=O)NO)C=C2 4-{[3-(2-methyl-2H-benzo[d][1,2,3]triazol-5-yl)-5-(4-trifluoromethylphenyl)-1H-pyrazol-1-yl]methyl}-N-hydroxybenzamide